4-chloro-1-cyclopentyl-2,3-dihydro-1H-inden-1-ol ClC1=C2CCC(C2=CC=C1)(O)C1CCCC1